6-tert-octyl-2,4-xylenol C(C)(C)(CC(C)(C)C)C=1C=C(C=C(C1O)C)C